FC=1C=CC=C(C1)C1=C(C=CC=C1)C(=C)C 5-fluoro-2'-(prop-1-en-2-yl)-[1,1'-biphenyl]